COC(=O)C=1N=COC1CC1=CC=CC=C1 5-benzyloxazole-4-carboxylic acid methyl ester